ClCC(=O)N1CCOCC1 4-(chloroacetyl)morpholine